C(C)(C)(C)C1=CC=C(C=CS(=O)(=O)C2=CC=C(C#N)C=C2)C=C1 4-((4-(tert-butyl)styryl)sulfonyl)benzonitrile